tert-butyl (R)-3-(phenylcarbamoyl)pyrrolidine-1-carboxylate C1(=CC=CC=C1)NC(=O)[C@H]1CN(CC1)C(=O)OC(C)(C)C